O=S1(CCN(CC2=C1C=CC=C2)C2=NC1=CC=C(C=C1C(=C2)NC(=O)C2N(CC2)C(=O)OC(C)(C)C)C)=O tert-Butyl 2-{[2-(1,1-dioxido-2,3-dihydro-1,4-benzothiazepin-4(5H)-yl)-6-methylquinolin-4-yl]carbamoyl}azetidine-1-carboxylate